2,2-Difluoro-2-(3-fluoro-4-methoxy-2-nitro-phenyl)acetic acid FC(C(=O)O)(C1=C(C(=C(C=C1)OC)F)[N+](=O)[O-])F